(4R,5R)-4-(2-fluoro-5-((5-fluoro-3-pyridinyl)ethynyl)-3-pyridinyl)-5-(3-fluorophenyl)-1,3-oxazolidin-2-one FC1=NC=C(C=C1[C@H]1NC(O[C@@H]1C1=CC(=CC=C1)F)=O)C#CC=1C=NC=C(C1)F